BrC1=CC(=C(C=C1)C(C)C)OC 4-Bromo-1-isopropyl-2-methoxybenzene